C(CCC)NC=1C2=C(N=CN1)C=CN(C2)CC2=CC=C(C=C2)CN2CCNCC2 4-(butylamino)-6-(4-(piperazin-1-ylmethyl)benzyl)pyrido[4,3-d]pyrimidin